tert-butyl 4-((9-(4-((4-(2-(3-chloro-5-cyanophenyl)propan-2-yl)phenoxy)methyl)pyrimidin-2-yl)-3,9-diazaspiro[5.5]undecan-3-yl)methyl)piperidine-1-carboxylate ClC=1C=C(C=C(C1)C#N)C(C)(C)C1=CC=C(OCC2=NC(=NC=C2)N2CCC3(CCN(CC3)CC3CCN(CC3)C(=O)OC(C)(C)C)CC2)C=C1